NC1=NC=NN2C1=NC=C2C=2C=C(C=CC2C)S(=O)(=O)N[C@H]2COC[C@@H]2O 3-(4-aminoimidazo[2,1-f][1,2,4]triazin-7-yl)-N-[(3S,4R)-4-hydroxytetrahydrofuran-3-yl]-4-methylbenzenesulfonamide